C(C)(C)(C)OC(=O)N1CCC(CC1)C(OC)C1=CC=C(C=C1)F 4-((4-fluorophenyl)(methoxy)methyl)piperidine-1-carboxylic acid tert-butyl ester